FC=1C=CC(=NC1C)NC(=O)[C@H]1N(C(CC1)=O)C(=O)OCC1=CC=CC=C1 benzyl (S)-2-((5-fluoro-6-methylpyridin-2-yl) carbamoyl)-5-oxopyrrolidine-1-carboxylate